1,3,5-triazine-2,4,6(1H,3H,5H)-trithion N1C(NC(NC1=S)=S)=S